C1(CC1)C1=CC2=C(C=C(O2)C(=O)NS(=O)(=O)C2=C(C=CC(=C2)C2CC2)OCC)C(=C1)F 6-Cyclopropyl-N-((5-cyclopropyl-2-ethoxyphenyl)sulfonyl)-4-fluorobenzofuran-2-carboxamide